2-(5-Amino-3-(4-(trifluoromethoxy)phenyl)-1H-pyrazol-1-yl)acetic acid NC1=CC(=NN1CC(=O)O)C1=CC=C(C=C1)OC(F)(F)F